Methyl 7-bromo-2-(1-(tert-butoxycarbonyl)-1,2,5,6-tetrahydropyridin-3-yl)-3-fluoro-1H-indole-5-carboxylate BrC=1C=C(C=C2C(=C(NC12)C=1CN(CCC1)C(=O)OC(C)(C)C)F)C(=O)OC